3-mercapto-6-methyl-1,2,4-triazine-5-ol SC=1N=NC(=C(N1)O)C